O=C1NC(CCC1N1C(C2=CC=CC(=C2C1=O)SCCOCCOCC(=O)N1CCN(CC1)C1=CC=C(C(=O)N2CCC(CC2)CCCCNC(\C=C\C=2C=NC=CC2)=O)C=C1)=O)=O (E)-N-(4-(1-(4-(4-(2-(2-(2-((2-(2,6-dioxopiperidin-3-yl)-1,3-dioxoisoindolin-4-yl)thio)ethoxy)ethoxy)acetyl)piperazin-1-yl)benzoyl)piperidin-4-yl)butyl)-3-(pyridin-3-yl)acrylamide